FC=1C=C2CC3(CCNCC3)C(C2=CC1)N 5-fluoro-1,3-dihydrospiro[indene-2,4'-piperidine]-1-amine